4-(2-acetoxy-4-chlorophenyl)-7-methyl-7H-pyrrolo[2,3-d]pyrimidin-5-acetate C(C)(=O)OC1=C(C=CC(=C1)Cl)C=1C2=C(N=CN1)N(C=C2CC(=O)[O-])C